C(C)C(C(=O)O)N1C(CCC1)=O α-ethyl-2-oxo-1-pyrrolidineacetic acid